5-ethoxy-4-isopropoxy-2-(4-(pyridazin-3-ylmethyl)piperazin-1-yl)benzonitrile C(C)OC=1C(=CC(=C(C#N)C1)N1CCN(CC1)CC=1N=NC=CC1)OC(C)C